NC=1C(=NN(C1)C1CCN(CC1)C(=O)OCC1=CC=CC=C1)C(F)F benzyl 4-[4-amino-3-(difluoromethyl)pyrazol-1-yl]piperidine-1-carboxylate